5-((3,8-diazabicyclo[3.2.1]octan-8-yl)methyl)-2-(2,6-dioxopiperidin-3-yl)isoindoline-1,3-dione C12CNCC(CC1)N2CC=2C=C1C(N(C(C1=CC2)=O)C2C(NC(CC2)=O)=O)=O